4'-chloro-[1,1'-biphenyl]-2-ol ClC1=CC=C(C=C1)C=1C(=CC=CC1)O